CC1(CN(CCN1)C=1C=C(C=2N(C(C=C(N2)C=2C=CC=3N(N2)C=C(N3)C)=O)C1)C)C 7-(3,3-dimethylpiperazin-1-yl)-9-methyl-2-(2-methylimidazo[1,2-b]pyridazin-6-yl)pyrido[1,2-a]pyrimidin-4-one